methyl N6-(3-(3-(2H-benzo[d][1,2,3]triazol-2-yl)-4-hydroxyphenyl)propanoyl)-N2-(tert-butoxy-carbonyl)-L-lysinate N=1N(N=C2C1C=CC=C2)C=2C=C(C=CC2O)CCC(=O)NCCCC[C@H](NC(=O)OC(C)(C)C)C(=O)OC